(R)-5-(pyrazin-2-yl)-2-((1R,3S)-3-(pyrrolo[1,2-b]pyridazin-4-yloxy)cyclobutyl)-2,5,6,7-tetrahydro-3H-pyrrolo[2,1-c][1,2,4]triazol-3-one N1=C(C=NC=C1)[C@H]1CCC2=NN(C(N21)=O)C2CC(C2)OC=2C=1N(N=CC2)C=CC1